mesaconic acid monohydroxyethyl ester OCCOC(\C(\C)=C\C(=O)O)=O